C1(=CC=CC=C1)C1=NOS(O1)=O 5-phenyl-1,3,2,4-dioxathiazole-2-oxide